2-beta-aminoethyl-gamma-aminopropyl-trimethoxysilane NCCC(C[Si](OC)(OC)OC)CN